(4-chlorophenyl)-8-fluoro-1,1-dioxo-2,3-dihydro-1λ6,5-benzothiazepin-4-one ClC1=CC=C(C=C1)C1S(C2=C(NC(C1)=O)C=CC(=C2)F)(=O)=O